FC1=C(C=C(C=C1)C1=NOC(=N1)CN1C(NC2(C1=O)CCN(CC2)C(=O)OC(C)(C)C)=O)C(F)(F)F tert-butyl 3-((3-(4-fluoro-3-(trifluoromethyl)phenyl)-1,2,4-oxadiazol-5-yl)methyl)-2,4-dioxo-1,3,8-triazaspiro[4.5]decane-8-carboxylate